4-(3,3'-diamino-1,1'-biphenyl-4,4'-diyl-dioxy)dibutyric acid NC=1C=C(C=CC1OCCCC(=O)O)C1=CC(=C(C=C1)OCCCC(=O)O)N